CC1N(CCC2=C1SC=C2C(NC2=CC(=CC=C2)C(F)(F)F)=O)C(=O)OC(C)(C)C tert-butyl 7-methyl-3-((3-(trifluoromethyl)phenyl)carbamoyl)-4,7-dihydrothieno[2,3-c]pyridine-6(5H)-carboxylate